NC1=NC2=CC(=CC=C2C=C1)OC[C@H]1O[C@H]([C@@H]([C@@]1(O)C)O)N1C=CC2=C1N=CN=C2Cl (2R,3S,4R,5R)-2-(((2-aminoquinolin-7-yl)oxy)methyl)-5-(4-chloro-7H-pyrrolo[2,3-d]pyrimidin-7-yl)-3-methyltetrahydrofuran-3,4-diol